4-((3-chloro-5-methoxyphenyl)amino)-7-fluoro-1H-indole-2-carboxylic acid ClC=1C=C(C=C(C1)OC)NC1=C2C=C(NC2=C(C=C1)F)C(=O)O